6-Fluoro-1-(4-fluorophenyl)-7-(4-(4-((3-hydroxy-4-(methoxycarbonyl)phenyl)amino)-4-oxobutanoyl)piperazin-1-yl)-4-oxo-1,4-dihydroquinoline-3-carboxylic acid FC=1C=C2C(C(=CN(C2=CC1N1CCN(CC1)C(CCC(=O)NC1=CC(=C(C=C1)C(=O)OC)O)=O)C1=CC=C(C=C1)F)C(=O)O)=O